C(CCCCC)OC=O hexylformate